N[C@H]1[C@H](N(CC1)C1=NC(=CC(=C1C#N)C(F)(F)F)C)C(=O)N(C)C1=CC(=CC=C1)Cl (2S,3R)-3-amino-N-(3-chlorophenyl)-1-[3-cyano-6-methyl-4-(trifluoromethyl)-2-pyridyl]-N-methyl-pyrrolidine-2-carboxamide